(3-bromo-2-phenylpyrazolo[1,5-a]pyridin-6-yl)carbamic acid tert-butyl ester C(C)(C)(C)OC(NC=1C=CC=2N(C1)N=C(C2Br)C2=CC=CC=C2)=O